CC(C)(C)NCCC[Si](OC)(OC)OC N-(1,1-dimethylethyl)-3-(trimethoxysilyl)-1-propanamine